OC[C@H](C1=CC=CC=C1)NC1=NC(=NC=C1C1=NC(=NO1)C1=CNOC=C1)NC1=CC2=C(C(OC2(C)C)=O)C=C1 5-[(4-{[(1S)-2-hydroxy-1-phenylethyl]amino}-5-[3-(oxazin-4-yl)-1,2,4-oxadiazol-5-yl]pyrimidin-2-yl)amino]-3,3-dimethyl-1,3-dihydro-2-benzofuran-1-one